isonicotinyl-alanine ethyl ester C(C)OC([C@@H](NCC1=CC=NC=C1)C)=O